N-[3-bromo-2-(1,3-dioxolan-2-yl)phenyl]acetamide BrC=1C(=C(C=CC1)NC(C)=O)C1OCCO1